N1(CCOCC1)CCCCC1=NN=C(S1)/C=N/O (E)-5-(4-morpholinylbutyl)-1,3,4-thiadiazole-2-carbaldehyde oxime